di-tert-butyl (2S,4S)-4-((4-(benzyloxy)benzoyl)oxy)pyrrolidine-1,2-dicarboxylate C(C1=CC=CC=C1)OC1=CC=C(C(=O)O[C@H]2C[C@H](N(C2)C(=O)OC(C)(C)C)C(=O)OC(C)(C)C)C=C1